9-(trifluoromethyl)-10-(2,4,6-trifluorophenyl)-2H-[1,4]thiazino[2,3,4-ij]quinazolin-5(3H)-one FC(C=1C=C2C=NC(N3C2=C(C1C1=C(C=C(C=C1F)F)F)SCC3)=O)(F)F